2-(2,6-dioxopiperidin-3-yl)-5-(((S)-1-((1-(2-(4-(1,2-diphenylbuta-1-En-1-yl)phenoxy)ethyl)piperidin-4-yl)methyl)piperidin-3-yl)amino)isoindoline-1,3-dione O=C1NC(CCC1N1C(C2=CC=C(C=C2C1=O)N[C@@H]1CN(CCC1)CC1CCN(CC1)CCOC1=CC=C(C=C1)C(=C(CC)C1=CC=CC=C1)C1=CC=CC=C1)=O)=O